4-(3-(4-(benzylamino)piperidin-1-yl)propoxy)-7-(pyridin-3-yl)-2H-chromen-2-one C(C1=CC=CC=C1)NC1CCN(CC1)CCCOC1=CC(OC2=CC(=CC=C12)C=1C=NC=CC1)=O